(R)-N-(2-(2-hydroxyethyl)-2-methyl-6-morpholino-2,3-dihydrobenzofuran-5-yl)pyrazolo[1,5-a]pyrimidine-3-carboxamide OCC[C@@]1(OC2=C(C1)C=C(C(=C2)N2CCOCC2)NC(=O)C=2C=NN1C2N=CC=C1)C